C(C)S(=O)(=O)NC1=CC=C(C=C1)C1=C2C(=NC(=C1)N\C(=N/C)\C1CC1)NC=C2 (Z)-N-(4-(4-(ethylsulfonylamino)phenyl)-1H-pyrrolo[2,3-b]pyridin-6-yl)-N'-methylcyclopropylformamidine